C(#N)C1=CC(=C(OC2=C(C(=O)NC3=CC(=CC=C3)S(=O)(=O)C)C(=CC(=N2)C(F)(F)F)C)C=C1)OC (R)-2-(4-cyano-2-methoxyphenoxy)-4-methyl-N-(3-(S-methylsulfonyl)phenyl)-6-(trifluoromethyl)nicotinamide